ClCCC/C=C/C(OCC)OCC (2E)-6-chloro-1,1-diethoxy-2-hexene